cyclopropyl N-[(1S)-1-(dicyclopropylmethyl)-2-oxo-2-[[1-[[2-(2,2,2-trifluoroethyl)-pyrazol-3-yl] methyl] pyrazol-4-yl]amino]ethyl]carbamate C1(CC1)C([C@@H](C(NC=1C=NN(C1)CC=1N(N=CC1)CC(F)(F)F)=O)NC(OC1CC1)=O)C1CC1